COC=1C(C2=CC=CC=C2C(C1OC)=O)=O 2,3-dimethoxy-1,4-naphthalenedione